lithium perylene C1=CC=C2C=CC=C3C4=CC=CC5=CC=CC(C1=C23)=C45.[Li]